(R)-N-(4-(chlorodifluoromethoxy)phenyl)-5-(5-hydroxyfuran-2-carboxamido)-6-(3-hydroxypyrrolidin-1-yl)nicotinamide ClC(OC1=CC=C(C=C1)NC(C1=CN=C(C(=C1)NC(=O)C=1OC(=CC1)O)N1C[C@@H](CC1)O)=O)(F)F